NCCN1CCN(CC1)CCC(=O)NC1=NC=CC(=C1)NC1=C(N=NC(=C1)C1=C(C=CC(=C1)Cl)F)C 3-[4-(2-aminoethyl)piperazin-1-yl]-N-(4-{[6-(5-chloro-2-fluorophenyl)-3-methylpyridazin-4-yl]amino}pyridin-2-yl)propanamide